(1S,3R)-N-[4-(7-fluoro-3-isopropyl-benzoimidazol-5-yl)-5-methyl-2-pyridinyl]-3-[(methylsulfonylimino)amino]Cyclohexanecarboxamide FC1=CC(=CC2=C1N=CN2C(C)C)C2=CC(=NC=C2C)NC(=O)[C@@H]2C[C@@H](CCC2)N=NS(=O)(=O)C